di-n-butyltin bis(2-ethylhexylmaleate) C(C)C(C/C(/C(=O)[O-])=C/C(=O)[O-])CCCC.C(C)C(C/C(/C(=O)[O-])=C/C(=O)[O-])CCCC.C(CCC)[Sn+4]CCCC